3-(Dimethylamino)-1-(4-fluorophenyl)propan-1-one CN(CCC(=O)C1=CC=C(C=C1)F)C